Benzyl (2R)-2-[(2S,3S)-3-acetyl-4-oxoazetidin-2-yl]propanoate C(C)(=O)[C@@H]1[C@H](NC1=O)[C@H](C(=O)OCC1=CC=CC=C1)C